Cyclohexaneacetic acid C1(CCCCC1)CC(=O)O